2-fluoro-6-[5-(4-methoxyphenyl)-1-(2-trimethylsilylethoxymethyl)pyrazol-4-yl]pyridin-3-ol tert-butyl-(S)-3-formylpiperidine-1-carboxylate C(C)(C)(C)[C@H]1N(CCCC1C=O)C(=O)OC=1C(=NC(=CC1)C=1C=NN(C1C1=CC=C(C=C1)OC)COCC[Si](C)(C)C)F